2-[2-(3-Chloro-2-methyl-phenyl)ethynyl]-1-methyl-5-(3-pyridyl)imidazole-4-carboxamide formic acid salt C(=O)O.ClC=1C(=C(C=CC1)C#CC=1N(C(=C(N1)C(=O)N)C=1C=NC=CC1)C)C